BrCCC(C)(C)O 1-bromo-3-hydroxy-3-methyl-butan